S1C=NC2=C1C=CC(=C2)CN(C(C(=O)OC)=O)[C@H](C)[C@H]2OCCC2 methyl 2-((benzo[d]thiazol-5-ylmethyl)((R)-1-((S)-tetrahydrofuran-2-yl)ethyl)amino)-2-oxoacetate